ethyl α-ethoxymethyleneacetoacetate C(C)OC=C(C(=O)OCC)C(=O)C